CN1N=CC=2N=C(N=C(C21)NCC2=CC=C(C=C2)B(O)O)C2=CC=CC=C2 4-[([1-methyl-5-phenylpyrazolo[4,3-d]pyrimidin-7-yl]-amino)-methyl]phenylboronic acid